BrC1=CC(=C(S1)C1=CC=C(C2=NSN=C21)C=2SC(=CC2C)Br)C 4,7-bis(5-bromo-3-methyl-2-thienyl)-2,1,3-benzothiadiazole